(2S)-2-amino-3-(4-(2-amino-6-((R)-1-(4-chloro-2-(5,6-dihydro-2H-pyran-3-yl)phenyl)-2,2,2-trifluoroethoxy)pyrimidine-4-yl)cyclohex-3-ene-1-yl)propionic acid hydrochloride Cl.N[C@H](C(=O)O)CC1CC=C(CC1)C1=NC(=NC(=C1)O[C@@H](C(F)(F)F)C1=C(C=C(C=C1)Cl)C=1COCCC1)N